1-(3-(aminomethyl)phenyl)-N-(5-(3-cyclopropyl-1-isobutyramido-1-(pyridin-3-yl)propyl)-2-fluorophenyl)-3-(trifluoromethyl)-1H-pyrazole-5-carboxamide NCC=1C=C(C=CC1)N1N=C(C=C1C(=O)NC1=C(C=CC(=C1)C(CCC1CC1)(C=1C=NC=CC1)NC(C(C)C)=O)F)C(F)(F)F